piperidine ethyl-imidazole salt C(C)C=1NC=CN1.N1CCCCC1